FC1=C(C(=C(C=C1)[C@H]1[C@@H](O[C@H](C1)C(F)(F)F)C(=O)NC1=CC(=NC=C1)C(=O)N)OC)C 4-((2R,3S,5R)-3-(4-fluoro-2-methoxy-3-methylphenyl)-5-(trifluoromethyl)tetrahydrofuran-2-carboxamido)picolinamide